tert-butyl (3R*,4R*)-4-amino-3-(3,4-dichlorophenyl)piperidine-1-carboxylate p-toluenesulfonate CC1=CC=C(C=C1)S(=O)(=O)O.N[C@H]1[C@@H](CN(CC1)C(=O)OC(C)(C)C)C1=CC(=C(C=C1)Cl)Cl |o1:12,13|